4-(3,3-difluoropiperidin-4-yl)piperazine-1-carboxylic acid benzyl ester hydrochloride Cl.C(C1=CC=CC=C1)OC(=O)N1CCN(CC1)C1C(CNCC1)(F)F